oxo-chroman-6-carboxylic acid methyl ester COC(=O)C=1C=C2CCC(OC2=CC1)=O